C1(=C(C(=CC2=CC=CC=C12)N)O)C1=CC=CC2=CC=CC=C12 binaphtholamin